ClC=1C=C(C=CC1F)N(C(=O)[C@@H]1C[C@@H]([C@@H](N1C1=NC(=CC(=C1)C(F)(F)F)C)C)C(=O)O)C (2S,3S,5S)-5-((3-chloro-4-fluorophenyl)(methyl)carbamoyl)-2-methyl-1-(6-methyl-4-(trifluoromethyl)pyridin-2-yl)pyrrolidine-3-carboxylic acid